The molecule is the stable isotope of iodine with relative atomic mass 126.904468, 100 atom percent natural abundance and nuclear spin 5/2. [127IH]